ClC=1C=C(C=CC1)C=1N=C(C2=C(N1)NC=C2C2CC2)N2[C@H](CN[C@@H](C2)C)C (3-chlorophenyl)-5-cyclopropyl-4-((2S,5R)-2,5-dimethylpiperazin-1-yl)-7H-pyrrolo[2,3-d]pyrimidine